FC(/C=C/[C@@H]1[C@H]([C@H](C[C@H]1O)O)C\C=C/CCCC(=O)OC(C)C)(COC1=CC=CC=C1)F propan-2-yl (Z)-7-[(1R,2R,3R,5S)-2-[(E)-3,3-difluoro-4-phenoxybut-1-enyl]-3,5-dihydroxycyclopentyl]hept-5-enoate